9-(tetrahydro-2H-pyran-2-yl)-9H-3,9':3',9''-tercarbazole O1C(CCCC1)N1C2=CC=CC=C2C=2C=C(C=CC12)N1C2=CC=CC=C2C=2C=C(C=CC12)N1C2=CC=CC=C2C=2C=CC=CC12